triacontyl mercaptan C(CCCCCCCCCCCCCCCCCCCCCCCCCCCCC)S